(R)-6-(3-(2-bromophenyl)piperazin-1-yl)-2-isopropylpyrimidin-4-amine BrC1=C(C=CC=C1)[C@@H]1CN(CCN1)C1=CC(=NC(=N1)C(C)C)N